ClC1=CC=C(C=C1)C(C(=O)N[C@H](C(=O)N[C@H](CCC(=O)O)C(OCCC)=O)C(C)C)(C)C (R)-4-((S)-2-(2-(4-chlorophenyl)-2-methylpropanamido)-3-methylbutanamido)-5-oxo-5-propoxypentanoic acid